3,4-diaminobenzenecarboxylic acid NC=1C=C(C=CC1N)C(=O)O